ClC=1C=C(C=CC1F)NC1=NC=NC2=CC(=C(C=C12)NC(C=C)=O)OCCCN1CCN(CC1)CCNC1=C2CN(C(C2=CC=C1)=O)C1C(NC(CC1)=O)=O N-(4-((3-chloro-4-fluorophenyl)amino)-7-(3-(4-(2-((2-(2,6-dioxopiperidin-3-yl)-1-oxoisoindolin-4-yl)amino)ethyl)piperazin-1-yl)propoxy)quinazolin-6-yl)acrylamide